4,6-bis(3-methoxybutoxy)-N-propyl-1,3,5-triazin-2-amine COC(CCOC1=NC(=NC(=N1)OCCC(C)OC)NCCC)C